C[C@H]1CN(CCN1C)[C@H](C(=O)NC=1C=CC=C2C(=CNC12)C1=NC(=NC=C1C)NC=1C(=NN(C1)C)OCC)C (2S)-2-[(3S)-3,4-dimethylpiperazin-1-yl]-N-(3-{2-[(3-ethoxy-1-methyl-1H-pyrazol-4-yl)amino]-5-methylpyrimidin-4-yl}-1H-indol-7-yl)propanamide